1-(4-((6-aminopyridin-3-yl)oxy)phenyl)-3-(3-chloro-4-methylphenyl)urea NC1=CC=C(C=N1)OC1=CC=C(C=C1)NC(=O)NC1=CC(=C(C=C1)C)Cl